N1=CN=C2NC=NC2=C1NCCC 1-(9H-purin-6-ylamino)propane